CNC(=O)NCCCCCCC N-methyl-N'-heptyl-urea